ClC=1C=C2C(C(NC2=CC1)=O)=NN=C1SCC(N1C1=CC(=CC=C1)C(F)(F)F)=O 5-chloro-3-(2-(3-(3-trifluoromethylphenyl)-4-oxothiazolidin-2-ylidene)hydrazono)-1H-indol-2-one